2-(3',3'-difluoro-6-methoxy-3',6'-dihydro-[3,4'-bipyridin]-1'(2'H)-yl)-N-(5-(3,5-difluorophenoxy)thiazol-2-yl)propanamide FC1(CN(CC=C1C=1C=NC(=CC1)OC)C(C(=O)NC=1SC(=CN1)OC1=CC(=CC(=C1)F)F)C)F